ClC1=CC=C(C=C1)C=CC(=O)C1=CC=C(C=C1)OC[C@@](CN1N=CN=C1)(O)C1=C(C=C(C=C1)F)F 3-(4-Chlorophenyl)-1-[4-[(2R)-2-(2,4-difluorophenyl)-2-hydroxy-3-(1,2,4-triazol-1-yl)propoxy]phenyl]prop-2-en-1-one